C[C@H](/C=C/[C@H](C)C(C)C)[C@H]1CC[C@@H]2[C@@]1(CC=C3C2=CC=C4[C@@]3(CC[C@@H](C4)O)C)C The molecule is a phytosterol consiting of ergostane having double bonds at the 5,6-, 7,8- 9,11- and 22,23-positions as well as a 3beta-hydroxy group. It has a role as a biomarker and a metabolite. It is an ergostanoid, a 3beta-sterol and a member of phytosterols.